3-fluoro-1-methoxy-5-(1H-pyrazol-1-yl)-5,6,7,8-tetrahydronaphthalene-2-carbonitrile FC=1C(=C(C=2CCCC(C2C1)N1N=CC=C1)OC)C#N